5,5-dimethyltetrahydropyrrol-2-one CC1(CCC(N1)=O)C